C(C1=CC=CC=C1)SC1=CC(=C(C=C1)NC1=NN2C=NC(=C(C2=N1)OC(C)C)C=1C=NN(C1)C(C)OCC)F N-[4-(Benzylsulfanyl)-2-fluorophenyl]-7-[1-(1-ethoxyethyl)pyrazol-4-yl]-8-isopropoxy-[1,2,4]triazolo[1,5-c]pyrimidin-2-amine